N[C@]1([C@@H](CC[C@H](C1)CCB(O)O)CNC([C@H](CC=1N=CNC1)N)=O)C(=O)O (1R,2S,5R)-1-amino-2-(((S)-2-amino-3-(1H-imidazol-4-yl)propanamido)methyl)-5-(2-boronoethyl)cyclohexane-1-carboxylic acid